bis-n-tetradecyl-dithio-propionic acid C(CCCCCCCCCCCCC)C(C(=S)S)(C)CCCCCCCCCCCCCC